N1N=CC(=C1)C1=CC=C(C=C1)NC1=NC(=NC=C1)C1=CC=C2C=C(N(C2=C1)C)C(=O)N1CC(CC1)(C(F)(F)F)O (6-(4-((4-(1H-pyrazol-4-yl)phenyl)amino)pyrimidin-2-yl)-1-methyl-1H-indol-2-yl)(3-hydroxy-3-(trifluoromethyl)pyrrolidin-1-yl)methanone